Ethyl 2-(hydroxyimino)-3-oxobutyrate ON=C(C(=O)OCC)C(C)=O